FC=1C=C(C=CC1OC1=C2C(=NC=C1)NN=C2NCC(C)(C)O)NC(=O)C=2C(N(C(N(C2)C(C)C)=O)C2=CC=C(C=C2)F)=O N-(3-fluoro-4-((3-((2-hydroxy-2-methylpropyl)amino)-1H-pyrazolo[3,4-b]pyridin-4-yl)oxy)phenyl)-3-(4-fluorophenyl)-1-isopropyl-2,4-dioxo-1,2,3,4-tetrahydropyrimidine-5-carboxamide